methacryloyloxyethyl-butyl-imidazolium chloride [Cl-].C(C(=C)C)(=O)OCC[N+]1=C(NC=C1)CCCC